3-((tert-butyl-dimethylsilyloxy)prop-1-en-2-yl)-5-(5-ethoxy-2-fluoro-4-methoxyphenyl)pyridine [Si](C)(C)(C(C)(C)C)OCC(=C)C=1C=NC=C(C1)C1=C(C=C(C(=C1)OCC)OC)F